ClCC=1N(C2=C(N1)C=CC(=C2)C(=O)OC)CC=2OC=CN2 methyl 2-(chloromethyl)-3-(oxazol-2-ylmethyl)benzimidazole-5-carboxylate